C1(CC1)CNC1C(=CC=CC1)O 2-((cyclopropylmethyl)amino)-3H-phenol